N[C@@H]1[C@H](C2CCC1CC2)C(=O)OCC ethyl (2S,3S)-3-amino-bicyclo[2.2.2]octane-2-carboxylate